C1(=CC=CC=C1)C#CC1=C2C=CC=CC2=C(C2=CC3=CC=CC=C3C=C12)C#CC1=CC=CC=C1 5,12-bis(phenylethynyl)-Tetracen